FC1=CC=2N(C=C1)C(=NC2C)CC(C)N 1-(7-fluoro-1-methylimidazo[1,5-a]pyridin-3-yl)propan-2-amine